COC(CC(C(=O)OC)C1=C(C=CC=C1)OCC(C)C)=O 2-isobutoxybenzenesuccinic acid dimethyl ester